FC=1C=NC(=NC1)C=1C=C(C=CC1C)NC(=O)N1[C@@H]2C[C@H](C[C@]1(C2)C2=NC=CC=N2)C (1S,3R,5R)-N-(3-(5-fluoropyrimidin-2-yl)-4-methylphenyl)-3-methyl-1-(pyrimidin-2-yl)-6-azabicyclo[3.1.1]heptane-6-carboxamide